C1(CC1)C1=NC=NC(=C1C1=NC(=C2NC=NC2=N1)OCC1=C(C=C(C=C1)N1N=C(C=C1C)C(F)(F)F)F)OC 2-(4-cyclopropyl-6-methoxypyrimidin-5-yl)-6-((2-fluoro-4-(5-methyl-3-(trifluoromethyl)-1H-pyrazol-1-yl)benzyl)oxy)-7H-purine